O=C1N(CCC(N1)=O)C1=NN(C2=C(C=CC=C12)S(=O)(=O)Cl)C 3-(2,4-dioxohexahydropyrimidin-1-yl)-1-methyl-indazole-7-sulfonyl chloride